C(#N)C(C(C#CC#N)(C#N)C#N)C tetracyanopentyn